ClC=1C=C(C[C@]23C(O[C@H](CC2)C3)=O)C=CC1 |o1:5,8| (1R*,4R*)-4-(3-chlorobenzyl)-2-oxabicyclo[2.2.1]heptan-3-one